C(#N)C1=C(C=CC=C1)[N+]=1[N-]OC(C1)=O (2-cyanophenyl)sydnone